(1-(4-((3-chlorobenzyl)amino)-6-(3,5-dimethylisoxazol-4-yl)quinazolin-2-Yl)-1H-pyrazol-4-yl)ethanol ClC=1C=C(CNC2=NC(=NC3=CC=C(C=C23)C=2C(=NOC2C)C)N2N=CC(=C2)C(C)O)C=CC1